N,N'-bis(2-methyl-2-nitropropyl)-1,6-hexanediamine CC(CNCCCCCCNCC(C)(C)[N+](=O)[O-])(C)[N+](=O)[O-]